(3S)-1-[7-(5-Chloro-3-fluoro-2-pyridyl)-2,7-diazaspiro[3.5]nonane-2-carbonyl]pyrrolidine-3-carboxamide ClC=1C=C(C(=NC1)N1CCC2(CN(C2)C(=O)N2C[C@H](CC2)C(=O)N)CC1)F